CC1=C(C=C)C=CC(=C1)C 2,4-Dimethylstyrol